mono-azabicyclononyl N1(CCCCCCCC1)C1CCCCCCCC1